The molecule is a beta-D-glucoside resultng from the oxidation of the benzylic hydroxy group of salicin to the corresponding aldehyde. It has a role as a metabolite. It is a member of benzaldehydes, a beta-D-glucoside and a monosaccharide derivative. It derives from a salicylaldehyde and a salicin. C1=CC=C(C(=C1)C=O)O[C@H]2[C@@H]([C@H]([C@@H]([C@H](O2)CO)O)O)O